4-phosphonobutyrate P(=O)(O)(O)CCCC(=O)[O-]